4-(2-{[(2R,7aS)-2-fluoro-hexahydropyrrolizin-7a-yl]methoxy}-8-fluoro-5-[(2S)-2-methylazetidin-1-yl]pyrido[4,3-d]pyrimidin-7-yl)-1,3-dihydro-1,3-benzodiazol-2-one F[C@@H]1C[C@@]2(CCCN2C1)COC=1N=CC2=C(N1)C(=C(N=C2N2[C@H](CC2)C)C2=CC=CC=1NC(NC12)=O)F